C[Si](C)(C)[NH-].C[Si](C)(C)[NH-].[Na+].[Na+] sodium bis(trimethylsilylamide)